1,3-dibromo-5-(methoxyl-methoxy)benzene BrC1=CC(=CC(=C1)OCOC)Br